C(C)(C)(C)OC(=O)N1CC(C1)C1=CC=C(C=C1)CN1CC(C1)C(=O)OCC.C(C)(C)(C)OC(=O)NS(=O)(=O)N1CC=CC=C1 1-(N-(tert-butoxycarbonyl)sulfamoyl)pyridin tert-butyl-3-(4-((3-(ethoxycarbonyl)azetidin-1-yl)methyl)-phenyl)azetidine-1-carboxylate